4-(4-acryloyl-2-methylpiperazin-1-yl)-6-cyclopropyl-7-(2-fluoro-5-methylphenyl)-1-(2-isopropyl-4-methylpyridin-3-yl)pyrido[2,3-d]pyrimidin-2(1H)-one C(C=C)(=O)N1CC(N(CC1)C=1C2=C(N(C(N1)=O)C=1C(=NC=CC1C)C(C)C)N=C(C(=C2)C2CC2)C2=C(C=CC(=C2)C)F)C